(S)-2-((1-(5-(4-isopropylphenyl)-1-methyl-1,2,4-triazol-3-yl)ethyl)carbamoyl)-4-methoxypyridin-3-yl isobutyrate C(C(C)C)(=O)OC=1C(=NC=CC1OC)C(N[C@@H](C)C1=NN(C(=N1)C1=CC=C(C=C1)C(C)C)C)=O